NC1=NC=NN2C1=C(C=C2C=2C=C(C(=NC2)C)C(=O)N[C@@H]2CN(C[C@@H]2F)C([C@@H](C(F)(F)F)O)=O)C(F)(F)F 5-[4-amino-5-(trifluoromethyl)pyrrolo[2,1-f][1,2,4]triazin-7-yl]-N-[(3R,4S)-4-fluoro-1-[(2S)-3,3,3-trifluoro-2-hydroxy-propanoyl]pyrrolidin-3-yl]-2-methyl-pyridine-3-carboxamide